methyl 4-(4-fluorophenyl)-1-(6-(2-hydroxyphenyl)pyridazin-4-yl)piperidine-4-carboxylate FC1=CC=C(C=C1)C1(CCN(CC1)C1=CN=NC(=C1)C1=C(C=CC=C1)O)C(=O)OC